(rac)-6-cyano-1-methyl-4-[4-(5-methyl-1,3-benzooxazol-2-yl)piperidin-1-yl]-2-oxo-7-[(oxolan-3-yl)oxy]-1,2-dihydroquinoline-3-carboxamide C(#N)C=1C=C2C(=C(C(N(C2=CC1O[C@H]1COCC1)C)=O)C(=O)N)N1CCC(CC1)C=1OC2=C(N1)C=C(C=C2)C |r|